C(C)(C)OB1OC(C(O1)(C)C)(C)C isopropoxy-4,4,5,5-tetramethyl-1,3,2-dioxaborolane